2-phenyl-8-vinyl-2,3,4,5-tetrahydro-1H-benzo[c]azepin-1-one C1(=CC=CC=C1)N1C(C2=C(CCC1)C=CC(=C2)C=C)=O